4-(4-fluorophenyl)-2-(4-methylsulfinyl-phenyl)-5-(4-pyridinyl)1H-imidazole methyl-2-[[2-(3-pyridinyl)-2H-indazol-5-yl]carbonyl]hydrazinecarboxylate COC(=O)NNC(=O)C1=CC2=CN(N=C2C=C1)C=1C=NC=CC1.FC1=CC=C(C=C1)C=1N=C(NC1C1=CC=NC=C1)C1=CC=C(C=C1)S(=O)C